ClC1=C(C=CC=C1)N1C=2N(C3=C(C1=O)C=NC(=N3)NC3=CC=C(C=C3)C3CCCCC3)C=CN2 6-(2-chlorophenyl)-2-[(4-cyclohexylphenyl)amino]imidazo[1,2-a]pyrimido[5,4-e]pyrimidin-5(6H)-one